C(=O)(O)C1=[N+](C(=CC=C1)C1=CC=C(C=C1)F)[O-] 2-carboxy-6-(4-fluorophenyl)pyridine 1-oxide